[Na+].C(CCCCCCCCCCC)OS([O-])(=O)=O sulfuric acid monododecyl ester sodium salt